C(C)(=O)NC1(C(CC(C1)C=C)NC(OCC1=CC=CC=C1)=O)C(NC(C)(C)C)=O benzyl (2-acetamido-2-(tert-butylcarbamoyl)-4-vinylcyclopentyl)carbamate